NC1=C2N=CN(C2=NC=N1)C[C@@H](C)OCP(OCCSCCCCCCCCCCCCCCC1CCC1)(O)=O 2-((14-cyclobutyltetradecyl)thio)ethyl hydrogen ((((R)-1-(6-amino-9H-purin-9-yl)propan-2-yl)oxy)methyl)phosphonate